Methyl (S)-6-((1-(tert-butoxycarbonyl)pyrrolidin-3-yl)oxy)-3-(((dimethylamino)methylene)amino)-5-fluoropicolinate C(C)(C)(C)OC(=O)N1C[C@H](CC1)OC1=C(C=C(C(=N1)C(=O)OC)N=CN(C)C)F